FC=1C=C(C=CC1C=1C=C2C(=CC=NC2=CC1)NC=1C=CC2=C(OCCN2C)C1)C(=O)N1CCN(CC1)C (3-fluoro-4-(4-((4-methyl-3,4-dihydro-2H-benzo[b][1,4]oxazin-7-yl)amino)quinolin-6-yl)phenyl)(4-methylpiperazin-1-yl)methanone